CO[Si](CCCOC(C=C)=O)(C)C 3-[Methoxy(dimethyl)silyl]propylacrylat